3-{3-[(4-methoxyphenyl)methyl]-2,4-dioxo-1,3-diazinan-1-yl}-2-methyl-2H-indazole COC1=CC=C(C=C1)CN1C(N(CCC1=O)C=1N(N=C2C=CC=CC12)C)=O